Maleic acid monooctyl ester C(CCCCCCC)OC(\C=C/C(=O)O)=O